6-(3-(4-Isopropylpiperazin-1-yl)phenyl)-1,4-dimethyl-2-(4-(methylsulfonyl)phenyl)-1H-pyrrolo[3,2-c]pyridin C(C)(C)N1CCN(CC1)C=1C=C(C=CC1)C1=CC2=C(C(=N1)C)C=C(N2C)C2=CC=C(C=C2)S(=O)(=O)C